C12CCC(CC1)N2 7-azabicyclo[2.2.1]heptane